3-(2-((Tert-Butyldiphenylsilyl)oxy)ethyl)azetidine [Si](C1=CC=CC=C1)(C1=CC=CC=C1)(C(C)(C)C)OCCC1CNC1